1-(3-(4,6-dimethoxy-2-methylpyrimidin-5-yl)-1-((2-(trimethylsilyl)ethoxy)methyl)-1H-pyrrolo[2,3-b]pyridin-6-yl)-3-(2-(4-ethylpiperazin-1-yl)ethyl)urea COC1=NC(=NC(=C1C1=CN(C2=NC(=CC=C21)NC(=O)NCCN2CCN(CC2)CC)COCC[Si](C)(C)C)OC)C